(S)-7-methoxy-6-((tetrahydrofuran-3-yl)oxy)phthalazin-1(2H)-one COC1=C(C=C2C=NNC(C2=C1)=O)O[C@@H]1COCC1